(6S,9S)-8-(3,3-Difluoro-2,2-dimethylpropanoyl)-6,7,8,9-tetrahydro-5H-6,9-methanopyrido[3,4-c]azepine-4-carbonitrile FC(C(C(=O)N1[C@@H]2C3=C(C[C@H](C1)C2)C(=CN=C3)C#N)(C)C)F